C(C)C1(CC(C1)=O)C1=C(C=CC=C1)I 3-ethyl-3-(2-iodophenyl)cyclobutane-1-one